COC1=CC=C(CNC(NC2CC3(CC(C3)C(=O)N[C@@H]3CCCC4=CC=CC=C34)C2)=O)C=C1 (R)-6-(3-(4-methoxybenzyl)ureido)-N-(1,2,3,4-tetrahydronaphthalen-1-yl)spiro[3.3]heptane-2-carboxamide